C(C)(C)(C)OC(=O)N1CCC(=CC1)C=1C=C2C\C(\C(C2=CC1)=O)=C/C1(CCN(CC1)CC1=CC=CC=C1)F tert-butyl-(E)-4-(2-((1-benzyl-4-fluoropiperidin-4-yl) methylene)-1-oxo-2,3-dihydro-1H-inden-5-yl)-3,6-dihydropyridine-1(2H)-carboxylate